BrC1=NC(=C(C2=CC=CC=C12)C(F)(F)F)N 1-bromo-4-(trifluoromethyl)isoquinolin-3-amine